N-methyl-N-[2-[[4-(1-methylethyl)phenyl]amino]-2-oxo-1-phenylethyl]-1H-indole-3-acetamide CN(C(CC1=CNC2=CC=CC=C12)=O)C(C(=O)NC1=CC=C(C=C1)C(C)C)C1=CC=CC=C1